C1(CCCCC1)C(=O)OOC=1C(=NC(=NC1)C=1SC=CC1C=O)C ((2-(3-formylthiophen-2-yl)-4-methylpyrimidin-5-yl) oxy) cyclohexane-1-carboxylate